1-(4-cyclopropoxypyridin-2-yl)-3,3-dimethyl-N-(4-methyl-1,1-dioxidotetrahydro-2H-thiopyran-4-yl)-2-oxoindoline-5-carboxamide C1(CC1)OC1=CC(=NC=C1)N1C(C(C2=CC(=CC=C12)C(=O)NC1(CCS(CC1)(=O)=O)C)(C)C)=O